4-bromo-2-((phenethyl-imino)methyl)phenyl isobutyrate C(C(C)C)(=O)OC1=C(C=C(C=C1)Br)C=NCCC1=CC=CC=C1